BrC1=CN=C(C=C1C=O)C(F)(F)F 5-bromo-2-(trifluoromethyl)isonicotinaldehyde